Octanoic acid-8-13C C(CCCCCC[13CH3])(=O)O